3-(2-methoxyphenyl)-N-(6-(4-methoxyphenyl)thiazolo[4,5-b]pyrazin-2-yl)pyridine-4-Formamide COC1=C(C=CC=C1)C=1C=NC=CC1C(=O)NC=1SC=2C(=NC=C(N2)C2=CC=C(C=C2)OC)N1